4-((6-methyl-5-nitropyridin-2-yloxy)phenyl)thiazole CC1=C(C=CC(=N1)OC1=C(C=CC=C1)C=1N=CSC1)[N+](=O)[O-]